N-decyl-4-(dimethylamino)-N-(hexadec-1-en-7-yl)butanamide C(CCCCCCCCC)N(C(CCCN(C)C)=O)C(CCCCC=C)CCCCCCCCC